C(C)(C)(C)OC(=O)N1C(C=CC1=O)C 2-methyl-5-oxo-2H-pyrrole-1-carboxylic acid tert-butyl ester